B([O-])([O-])[O-].C(CCCCCCCCCCCCCCC)C(C(=O)O)(C(=O)O)CCCCCCCCCCCCCCCC.[Li+].[Li+].[Li+] lithium bishexadecyl-(malonic acid) borate